3-(2,2-dichloro-ethenyl)-2,2-dimethylcyclopropanecarboxylic acid (3-phenoxyphenyl)methyl ester O(C1=CC=CC=C1)C=1C=C(C=CC1)COC(=O)C1C(C1C=C(Cl)Cl)(C)C